2-amino-6-borono-2-(1-(3,4-dichlorophenylcarbamoyl)piperidin-4-yl)hexanoic acid NC(C(=O)O)(CCCCB(O)O)C1CCN(CC1)C(NC1=CC(=C(C=C1)Cl)Cl)=O